(Z)-3-(1-((1-(2,2-Difluoroethyl)-5-methyl-1H-pyrazol-3-yl)amino)ethylidene)-5-(4-methylpyridin-3-yl)-1H-pyrrolo[2,3-c]pyridin-2(3H)-one FC(CN1N=C(C=C1C)N\C(\C)=C\1/C(NC2=CN=C(C=C21)C=2C=NC=CC2C)=O)F